FC=1C=C2CCN(CC2=CC1N)C 6-fluoro-2-methyl-1,2,3,4-tetrahydroisoquinoline-7-amine